C[C@H]1[C@H](NC2=CC=CC=C2C1)C1=CC=CC=C1 (2S,3R)-3-methyl-2-phenyl-1,2,3,4-tetrahydroquinoline